FC1=C(C(=C(C(=C1F)F)F)F)CC#N 2,3,4,5,6-pentafluorobenzeneacetonitrile